C1=CC=C2C=CC=C3C2=C1C1=NC2=CC=CC=C2N=C13 acenaphtho[1,2-b]quinoxaline